2-(4-(hydroxymethyl)-2,6-diisopropylphenyl)acetic acid tert-butyl ester C(C)(C)(C)OC(CC1=C(C=C(C=C1C(C)C)CO)C(C)C)=O